tert-butyl N-methyl-N-(3-piperazin-1-ylpropoxy)carbamate CN(C(OC(C)(C)C)=O)OCCCN1CCNCC1